N-(2-cyclohexyl)methanamine C1C(CCCC1)NC